2-[2-[[3-(2-amino-6-chloro-pyrimidin-4-yl)-1-(trideuteriomethyl)pyrazol-4-yl]methyl]phenoxy]acetaldehyde NC1=NC(=CC(=N1)C1=NN(C=C1CC1=C(OCC=O)C=CC=C1)C([2H])([2H])[2H])Cl